C(CC)OC=1C=CC(=NC1)C=C1C(NC(C(N1)=O)=CC1=CC(=CC=C1)C(C1=CC=C(C=C1)F)=O)=O 3-((5-propoxypyridin-2-yl)methylene)-6-(3-(4-fluorobenzoyl)benzylidene)piperazine-2,5-dione